(S)-2-((4-(6-((4-acetyl-2-fluorobenzyl)oxy)pyridin-2-yl)piperidin-1-yl)methyl)-3-(Oxetan-2-ylmethyl)-3H-imidazo[4,5-b]pyridine-5-carboxylate C(C)(=O)C1=CC(=C(COC2=CC=CC(=N2)C2CCN(CC2)CC2=NC=3C(=NC(=CC3)C(=O)[O-])N2C[C@H]2OCC2)C=C1)F